BrC(Br)(Br)C1=NC(=NC(=N1)C(Br)(Br)Br)C(Br)(Br)Br tris(tribromomethyl)-s-triazine